4-(3-(4-(tert-butyl)benzoyl)phenyl)-3-methoxybenzamide C(C)(C)(C)C1=CC=C(C(=O)C=2C=C(C=CC2)C2=C(C=C(C(=O)N)C=C2)OC)C=C1